(7R)-N-(3,3-diphenylpropyl)-7-isopropyl-4,8-dioxo-9-phenethyloctahydropyrimido[1,2-a][1,4]diazepine-1(2H)-carboxamide C1(=CC=CC=C1)C(CCNC(=O)N1CCC(N2C1CN(C([C@@H](C2)C(C)C)=O)CCC2=CC=CC=C2)=O)C2=CC=CC=C2